5-bromo-N2-(4-(2-(dimethylamino)-7-azaspiro[3.5]nonan-7-yl)-3-nitrophenyl)-N4-(5-(dimethylphosphino)quinoxalin-6-yl)pyrimidine-2,4-diamine BrC=1C(=NC(=NC1)NC1=CC(=C(C=C1)N1CCC2(CC(C2)N(C)C)CC1)[N+](=O)[O-])NC=1C(=C2N=CC=NC2=CC1)P(C)C